FC(OC1=CC=C(C=C1)C1=CC=C(C=C1)SC=1N=NNC1C(=O)OCCN(C)C)(F)F 2-(dimethylamino)ethyl 4-((4'-(trifluoromethoxy)-[1,1'-biphenyl]-4-yl)thio)-1H-1,2,3-triazole-5-carboxylate